(RS)-pinentrial [C@]12(C(C(=CC(C1(C)C)C2)C=O)(C)C=O)C=O |r|